C(NC(CCS(=O)(=O)C=C)=O)NC(CCS(=O)(=O)C=C)=O N,N'-methylenebis-[β-(vinylsulfonyl)propionamide]